CS(=O)(=O)N1CCC2(C[C@@H](NC2=O)CCC#N)CC1 (S)-3-(8-(methylsulfonyl)-1-oxo-2,8-diazaspiro[4.5]dec-3-yl)propionitrile